NC=1C(=NC(=CC1C1CC1)Cl)C(=O)N amino-6-chloro-4-cyclopropylpyridinamide